(+-)-2-PENTYL-1-CYCLOPENTANOL methyl-3-(5-(tert-butyl)-4-methyloxazol-2-yl)cyclopentane-1-carboxylate CC1(CC(CC1)C=1OC(=C(N1)C)C(C)(C)C)C(=O)OC1C(CCC1)CCCCC